tris(diphenylmethyleneacetone) dipalladium (0) [Pd].[Pd].C1(=CC=CC=C1)C(C1=CC=CC=C1)=CC(C)=O.C1(=CC=CC=C1)C(C1=CC=CC=C1)=CC(C)=O.C1(=CC=CC=C1)C(C1=CC=CC=C1)=CC(C)=O